FC1=CC=C(CC=2SC=C(N2)C2=CC=C(C(=O)NCCO)C=C2)C=C1 4-(2-(4-fluorobenzyl)thiazol-4-yl)N-(2-hydroxyethyl)benzamide